CN[C@H](C1=CC=C(C=C1)O)C(=O)O methyl-D-p-hydroxyphenylglycine